CC1=CC=C(C=C1)S(=O)(=O)[O-].C(C)C=1NC=C[N+]1C ethyl-3-methylimidazolium p-toluenesulfonate